NC(CC(=O)O)C(NC(C(=O)OC)CC(C(=O)OC)C)=O 3-Amino-3-[(1,5-dimethoxy-4-methyl-1,5-dioxopentan-2-yl)carbamoyl]propanoic acid